C(CCCCCCCCCCCC)(=O)N[C@@H](CC1=CNC2=CC=CC=C12)C(=O)O N-n-tridecanoyl-tryptophan